SCC(C(=O)OCC(COC(C(CS)C)=O)(COCC(COC(C(CS)C)=O)(COC(C(CS)C)=O)COC(C(CS)C)=O)COC(C(CS)C)=O)C dipentaerythritol hexa(3-mercaptoisobutyrate)